C(C)OC(=O)C1(CCN(CC1)C1=NC=C(N=C1)OC1=CC=C(C=C1)F)F 4-fluoro-1-(5-(4-fluorophenoxy)pyrazin-2-yl)piperidine-4-carboxylic acid ethyl ester